methyl 3-[[1-[(2,4-dimethoxyphenyl)methylamino]isoquinolin-5-yl]oxymethyl]bicyclo[1.1.1]pentane-1-carboxylate COC1=C(C=CC(=C1)OC)CNC1=NC=CC2=C(C=CC=C12)OCC12CC(C1)(C2)C(=O)OC